2-[(3-methylimidazo[1,2-a]pyridin-7-yl)amino]-2-oxo-acetic acid CC1=CN=C2N1C=CC(=C2)NC(C(=O)O)=O